C12(CC(C1)C2)CC#CC=2C=C(OC1=C(N=NN1)C(=O)O)C=CC2 5-(3-(3-(bicyclo[1.1.1]pentan-1-yl)prop-1-ynyl)phenoxy)-1H-1,2,3-triazole-4-carboxylic acid